2-(2-hydroxyethoxy)ethyltrimethylammonium hydroxide [OH-].OCCOCC[N+](C)(C)C